ClC1=C(C=C2CN(CC2=C1)C)NC1=NC=C(C(=N1)C=1SC=C(C1)S(=O)(=O)C)C(F)(F)F 6-chloro-2-methyl-N-(4-(4-(methylsulfonyl)thiophen-2-yl)-5-(trifluoromethyl)pyrimidin-2-yl)isoindolin-5-amine